1-bromo-2-fluoro-4-nitro-benzene BrC1=C(C=C(C=C1)[N+](=O)[O-])F